(P)-1-(6-(4-(1,6-dimethyl-1H-indazol-7-yl)-3-fluoro-7,7-dimethyl-7,8-dihydro-5H-pyrano[4,3-b]pyridin-2-yl)-2,6-diazaspiro[3.4]octan-2-yl)-2-propen-1-one CN1N=CC2=CC=C(C(=C12)C1=C2C(=NC(=C1F)N1CC3(CN(C3)C(C=C)=O)CC1)CC(OC2)(C)C)C